N,N'-bis(3-methyl-salicylidene)-1,2-cyclohexanediamine CC1=C(C(C=NC2C(CCCC2)N=CC=2C(O)=C(C=CC2)C)=CC=C1)O